5-((1S,5R)-1-(5-((1-methylpiperidin-4-yl)oxy)-1,3,4-oxadiazol-2-yl)-5-(trifluoromethyl)-3-azabicyclo[3.1.0]hexane-3-yl)-[1,2,4]triazolo[1,5-a]pyridine-8-carbonitrile CN1CCC(CC1)OC1=NN=C(O1)[C@@]12CN(C[C@]2(C1)C(F)(F)F)C1=CC=C(C=2N1N=CN2)C#N